4-((3-(methoxycarbonyl)-2-nitrobenzyl)aminophenyl)piperidine COC(=O)C=1C(=C(CNC2=C(C=CC=C2)C2CCNCC2)C=CC1)[N+](=O)[O-]